C1(CC1)C=1C(=NN(C1NC(OCC(C)(C)F)=O)C)C1CC(C1)(F)F 2-fluoro-2-methylpropyl (4-cyclopropyl-3-(3,3-difluorocyclobutyl)-1-methyl-1H-pyrazol-5-yl)carbamate